butyl ((S)-2-((4-((R)-2-methoxy-1-((S)-2-oxo-4-(trifluoromethyl)imidazolidin-1-yl)ethyl)pyridin-2-yl)amino)-1-((1r,4S)-4-methylcyclohexyl)-2-oxoethyl)carbamate COC[C@H](N1C(N[C@@H](C1)C(F)(F)F)=O)C1=CC(=NC=C1)NC([C@H](C1CCC(CC1)C)NC(OCCCC)=O)=O